(S)-4-ethyl-8-fluoro-4-hydroxy-11-((S)-5-azaspiro[2.4]heptane-7-yl)-1,12-dihydro-14H-pyrano[3',4':6,7]indolizino[2,1-b]quinoline-3,6,14(4H,11H)-trione C(C)[C@]1(C(OCC=2C(N3CC=4N(C5=CC=C(C=C5C(C4C3=CC21)=O)F)[C@@H]2CNCC21CC1)=O)=O)O